ClC1=C(OC=2C(=NC=CC2)OCC(=O)OCC)C=C(C(=C1)F)N1C(N(C(=CC1=O)C(F)(F)F)C)=O ethyl [3-[2-chloro-4-fluoro-5-(1-methyl-6-trifluoromethyl-2,4-dioxo-1,2,3,4-tetrahydropyrimidin-3-yl)phenoxy]-2-pyridyloxy]-acetate